CNC(=O)C1=CC(=CC=2[C@@H](COC21)C2=CC=CC=C2)C(=O)NC2[C@@H]1CN(C[C@H]21)C(CC)=O (S)-N7-methyl-3-phenyl-N5-((1R,5S,6s)-3-propionyl-3-azabicyclo[3.1.0]hexan-6-yl)-2,3-dihydrobenzofuran-5,7-dicarboxamide